isopropyl-(methyl)carbamic acid 4-nitrophenyl ester [N+](=O)([O-])C1=CC=C(C=C1)OC(N(C)C(C)C)=O